FC(C(=O)O)(F)F.C(#N)C1=CC(=C(COC2=NC=CC=C2C2CCN(CC2)CC2=NC3=C(N2CC2=CN=CN2CC)C=C(C=C3)C(=O)O)C=C1)F 2-[(4-{2-[(4-cyano-2-fluorobenzyl)oxy]pyridin-3-yl}piperidin-1-yl)methyl]-1-[(1-ethyl-1H-imidazol-5-yl)methyl]-1H-benzimidazole-6-carboxylic acid, trifluoroacetate salt